4-(3-chloro-4-(pyrrolidin-1-ylmethyl)benzyl)-N2,N2-bis(4-methoxybenzyl)-3-nitroquinoline-2,4-diamine ClC=1C=C(CC2(C(C(=NC3=CC=CC=C23)N(CC2=CC=C(C=C2)OC)CC2=CC=C(C=C2)OC)[N+](=O)[O-])N)C=CC1CN1CCCC1